5-chloro-4-(cyclopentylmethoxy)-2-fluoro-N-((4-(trifluoromethyl)phenyl)sulfonyl)benzamide ClC=1C(=CC(=C(C(=O)NS(=O)(=O)C2=CC=C(C=C2)C(F)(F)F)C1)F)OCC1CCCC1